ClC1=CC=C(C=C1)C1CCN(CC1)C1=C(C(N(C2=CC=CC=C12)C)=O)C#N 4-[4-(4-Chlorophenyl)piperidin-1-yl]-1-methyl-2-oxo-1,2-dihydroquinoline-3-carbonitrile